C(C)(C)(C)OC(=O)N\C(=N/C(=O)OC(C)(C)C)\NC1=C(C=C(C(=O)OC)C=C1)F Methyl 4-{[(1Z)-{[(tert-butoxy)carbonyl]amino}({[(tert-butoxy) carbonyl]imino})methyl]amino}-3-fluorobenzoate